C(C)(=O)N[C@H]1C[C@H](CCC1)C(=O)NC=1N=CC2=C(N1)C(=NC(=C2)C(F)F)NC(C)C (1S,3R)-3-acetamido-N-(6-(difluoromethyl)-8-(isopropylamino)pyrido[3,4-d]pyrimidin-2-yl)cyclohexane-1-carboxamide